isopropyl (S)-6-diazo-2-((S)-3-methoxy-2-methylpropanamido)-5-oxohexanoate [N+](=[N-])=CC(CC[C@@H](C(=O)OC(C)C)NC([C@H](COC)C)=O)=O